8-Chloro-N-(4-(trifluoromethoxy)phenyl)quinoline-2-amine ClC=1C=CC=C2C=CC(=NC12)NC1=CC=C(C=C1)OC(F)(F)F